ClC1=CC=C(C=C1)C(C)(C#C)C=1N=C(SC1)NC(=O)NC[C@@H](CO)O 1-(4-(2-(4-chlorophenyl)-but-3-yn-2-yl)thiazol-2-yl)-3-((S)-2,3-dihydroxy-propyl)urea